cerium carbonate, Cerium salt [Ce+3].C([O-])([O-])=O.[Ce+3].C([O-])([O-])=O.C([O-])([O-])=O